(S)-N-(1-cyanoethyl)-4-(5-methyl-2-((1-(2,2,6,6-tetramethyltetrahydro-2H-pyran-4-yl)-1H-pyrazol-4-yl)amino)pyrimidin-4-yl)benzamide C(#N)[C@H](C)NC(C1=CC=C(C=C1)C1=NC(=NC=C1C)NC=1C=NN(C1)C1CC(OC(C1)(C)C)(C)C)=O